4-((4-((2-(2,6-dioxopiperidin-3-yl)-7-fluoro-1-oxoisoindoline-5-yl)methyl)piperazine-1-yl)methyl)-N-(4-methyl-3-((4-(pyridin-3-yl)pyrimidin-2-yl)amino)phenyl)benzamide O=C1NC(CCC1N1C(C2=C(C=C(C=C2C1)CN1CCN(CC1)CC1=CC=C(C(=O)NC2=CC(=C(C=C2)C)NC2=NC=CC(=N2)C=2C=NC=CC2)C=C1)F)=O)=O